BrC=1C(=NN(C1C)C1CCN(CC1)C1COC1)C 4-(4-Bromo-3,5-dimethyl-pyrazol-1-yl)-1-(oxetan-3-yl)piperidine